COC(C)C1=CC=CC(=N1)CN1N=NC(=C1)C1=NC(=NC(=C1)C=1OC=CN1)N 4-(1-{[6-(1-methoxyethyl)-2-pyridinyl]methyl}-1H-1,2,3-triazol-4-yl)-6-(1,3-oxazol-2-yl)-2-pyrimidinylamine